Alpha-methyl-2-(trifluoromethyl)benzyl alcohol CC(C1=C(C=CC=C1)C(F)(F)F)O